8-hydroxy-3-[(1-{[4-(methyldioxy-λ6-thio)phenyl]methyl}-1,2,3-triazapentan-4-yl)methyl]-1,2,3,4-tetrahydroquinazoline-2,4-dione OC=1C=CC=C2C(N(C(NC12)=O)CC(NNNCC1=CC=C(C=C1)[SH4]OOC)C)=O